C[Si](C)(C)OC(C(C(F)(F)Cl)(F)F)=O Trimethylsilyl-3-chloro-2,2,3,3-tetrafluoropropionate